8-((6-chloropyridin-3-yl)methyl)-3-(2-methoxyphenyl)pyrido[2,3-d]pyrimidine-2,4(3H,8H)-dione ClC1=CC=C(C=N1)CN1C=CC=C2C1=NC(N(C2=O)C2=C(C=CC=C2)OC)=O